C(C)OC(C(C(=O)OCC)C1=C(C=C(C=C1F)[N+](=O)[O-])F)=O 2-(2,6-difluoro-4-nitrophenyl)malonic acid diethyl ester